OC1=NC=2C=3N([C@H]4[C@@H](C2C=C1OCCCOC)CCC4(C)C)C=C(C(C3)=O)C(=O)O (4bR,7aS)-2-Hydroxy-3-(3-methoxypropoxy)-7,7-dimethyl-11-oxo-4b,5,6,7,7a,11-hexahydrocyclopenta[f]pyrido[1,2-h][1,7]naphthyridine-10-carboxylic acid